1,2,3,4-butantetrol tetranitrate [N+](=O)([O-])OCC(C(CO[N+](=O)[O-])O[N+](=O)[O-])O[N+](=O)[O-]